5-(2-chloro-5-(isobutyrylaminomethyl)benzoylamino)-N-(3-chlorophenyl)-1-methyl-1H-indole-2-carboxamide ClC1=C(C(=O)NC=2C=C3C=C(N(C3=CC2)C)C(=O)NC2=CC(=CC=C2)Cl)C=C(C=C1)CNC(C(C)C)=O